FC1=C(C=CC=C1F)NC1=NC=NC2=CC=C(C=C12)I N-(2,3-difluorophenyl)-6-iodoquinazolin-4-amine